FC(COC1=NC(=NC=C1)N1CCC(CC1)(OC)C(=O)N1CCOC2=C(C1)C=NC=C2F)F [1-[4-(2,2-difluoroethoxy)pyrimidin-2-yl]-4-methoxy-4-piperidyl]-(9-fluoro-3,5-dihydro-2H-pyrido[3,4-f][1,4]oxazepin-4-yl)methanone